ClCC=1N=COC1CCNC(OC(C)(C)C)=O tert-butyl (2-(4-(chloromethyl)oxazol-5-yl)ethyl)carbamate